COC1=NC=CC=C1C=1C=NN2C1N=C(C=C2)N2CC1=C(CC2)N(C=N1)CC(C)(C)C 5-(3-(2-methoxypyridin-3-yl)pyrazolo[1,5-a]pyrimidin-5-yl)-1-neopentyl-4,5,6,7-tetrahydro-1H-imidazo[4,5-c]pyridine